CC1(CCC(C(N1)=O)C[C@@H](C(=O)OC)NC(=O)C1N(CC2(C1)CCCCC2)C(=O)C=2NC1=CC=CC(=C1C2)OC)C methyl (2S)-3-(6,6-dimethyl-2-oxo-3-piperidyl)-2-[[2-(4-methoxy-1H-indole-2-carbonyl)-2-azaspiro[4.5]decane-3-carbonyl]amino]propanoate